6-methylpyrimidin-4(1H)-one CC1=CC(N=CN1)=O